cis-5-(2-(3,4-difluoro-5-((1-methyl-1H-pyrazol-3-yl)methoxy)phenyl)cyclopropyl)-2,2'-bipyrimidine FC=1C=C(C=C(C1F)OCC1=NN(C=C1)C)[C@@H]1[C@@H](C1)C=1C=NC(=NC1)C1=NC=CC=N1